NC1=C2N(C(N(C2=NC=N1)C1CCN(CC1)C1CCN(CC1)C(=O)OC(C)(C)C)=O)C=1C=NC(=CC1)OC1=CC=C(C=C1)F tert-butyl 4-{6-amino-7-[6-(4-fluorophenoxy) pyridin-3-yl]-8-oxopurin-9-yl}-[1,4'-bipiperidine]-1'-carboxylate